FC=1C=C2C(=CNC2=CC1)C1CCN(CC1)CCNC1=CC(=CC=C1)C1=CNC=C1 (2-(4-(5-fluoro-1H-indol-3-yl)piperidin-1-yl)ethyl)-3-(1H-pyrrol-3-yl)aniline